2,4-bis-(4-hydroxyphenyl)-2-methylbutane OC1=CC=C(C=C1)C(C)(CCC1=CC=C(C=C1)O)C